methyl (4S)-4-[[5-[(3,5-dichlorophenyl)carbamoyl]-2,4-dimethyl-2H-furan-5-carbonyl]amino]pentanoate ClC=1C=C(C=C(C1)Cl)NC(=O)C1(C(=CC(O1)C)C)C(=O)N[C@H](CCC(=O)OC)C